Acryloyl-Acryloyl Chloride C(C=C)(=O)C=CC(=O)Cl